4-(5-(4-chlorophenyl)-4-methyl-1H-imidazol-2-yl)-1-(2-methoxybenzyl)piperidine ClC1=CC=C(C=C1)C1=C(N=C(N1)C1CCN(CC1)CC1=C(C=CC=C1)OC)C